FC(=C(C(C(C(C(C(C(F)(F)F)(F)F)(F)F)(F)F)(F)F)(F)F)F)F Perfluoro-1-octene